4-((7-chloro-1,3-benzodiazol-1-yl)methyl)phenylboronic acid ClC1=CC=CC2=C1N(C=N2)CC2=CC=C(C=C2)B(O)O